Cl.NC=1C=NC(=NC1)OCCC(C)(O)C 4-((5-Aminopyrimidin-2-yl)oxy)-2-methylbutan-2-ol HCl